BrC=1C=CC2=CN(N=C2C1)[C@@H](C(=O)NC=1SC=CN1)C1=C(C=CC(=C1)F)O |r| (2RS)-2-(6-bromoindazol-2-yl)-2-(5-fluoro-2-hydroxy-phenyl)-N-thiazol-2-yl-acetamide